5,7-dihydro-7,7-dimethyl-5-phenyl-2-(9-phenyl-9H-carbazol-3-yl)indeno[2,1-B]carbazole CC1(C2=CC=CC=C2C=2C1=CC=1N(C3=CC=C(C=C3C1C2)C=2C=CC=1N(C3=CC=CC=C3C1C2)C2=CC=CC=C2)C2=CC=CC=C2)C